C1(CCCCC1)CNC(=O)C=1OC2=C(C=CC=C2C(C1)=O)C(=O)OC methyl 2-((cyclohexylmethyl) carbamoyl)-4-oxo-4H-chromene-8-carboxylate